(1-(2-(7-phenyl-2,7-diazaspiro[4.4]nonan-2-yl)pyridin-4-yl)azetidin-3-yl)methanol C1(=CC=CC=C1)N1CC2(CCN(C2)C2=NC=CC(=C2)N2CC(C2)CO)CC1